CNS(=O)(=O)C1=CC(=C(C=C1)OC1=CC=C(C=C1)C(F)(F)F)C=1N=C2N(C=CC=C2C)C1 N-methyl-3-(8-methylimidazo[1,2-a]pyridin-2-yl)-4-[4-(trifluoromethyl)phenoxy]benzene-1-sulfonamide